(3R,6S,22S)-5'-chloro-2',3'-dihydro-15H-spiro[10,20-dioxa-13-thia-1,14-diazatetracyclo[14.7.2.03,6.019,24]pentacosa-16,18,24-triene-22,1'-inden]-15-one 13,13-dioxide ClC=1C=C2CC[C@@]3(C2=CC1)COC1=CC=C2C(NS(CCOCCC[C@@H]4CC[C@H]4CN(C3)C1=C2)(=O)=O)=O